8-Acetyl-2-indan-2-yl-6-methyl-chromen-4-one C(C)(=O)C=1C=C(C=C2C(C=C(OC12)C1CC2=CC=CC=C2C1)=O)C